FC=1C=C(CN2C(=NC=3C2=NC=CC3)CCC(=O)N[C@H]3[C@@H](CC2=CC=CC=C32)O)C=CC1F 3-[3-(3,4-Difluoro-benzyl)-3H-imidazo[4,5-b]pyridin-2-yl]-N-((1R,2R)-2-hydroxy-indan-1-yl)-propionamide